5-chloro-N-((1r,4r)-4-((3-(6-((2-hydroxyethyl)(methyl)amino)pyridin-3-yl)-2-oxo-2,3-dihydro-1H-benzo[d]imidazol-1-yl)methyl)cyclohexyl)-2-(trifluoromethyl)nicotinamide ClC=1C=NC(=C(C(=O)NC2CCC(CC2)CN2C(N(C3=C2C=CC=C3)C=3C=NC(=CC3)N(C)CCO)=O)C1)C(F)(F)F